CC(C#CCC1=NC2=C(N1C(=O)N)C=CC=C2N2CC(C2)N2CCN(CC2)C)(C)C (4,4-Dimethylpent-2-yn-1-yl)-4-(3-(4-methylpiperazin-1-yl)azetidin-1-yl)-1H-benzo[d]imidazole-1-carboxamide